C(CCCCCCC)C(CO)(CO)CCCCCCCC 2,2-dioctyl-1,3-propylene glycol